C(#N)C1=CC=C(C=C1)NC(=O)NC1C(N(CCC1)C1=C(C=C(C=C1)C1=C(C=CC=C1)S(=O)(=O)C)F)=O (4-cyanophenyl)-3-(1-(3-fluoro-2'-(methylsulfonyl)-[1,1'-biphenyl]-4-yl)-2-oxopiperidin-3-yl)urea